(S)-N-(4-(1-Acetyl-2-methyl-1,2,3,4-tetrahydroquinolin-6-yl)benzyl)-2-(2-aminopyrimidin-5-yl)-7-methyl-4-morpholinothieno[3,2-d]pyrimidine-6-carboxamide C(C)(=O)N1[C@H](CCC2=CC(=CC=C12)C1=CC=C(CNC(=O)C2=C(C=3N=C(N=C(C3S2)N2CCOCC2)C=2C=NC(=NC2)N)C)C=C1)C